N'-(((1,2,4,5-tetrazine-3,6-diyl)bis(4,1-phenylene))bis(methylene))bis(2-fluoroethan-1-amine) N1=NC(=NN=C1C1=CC=C(C=C1)CC(CF)N)C1=CC=C(C=C1)CC(CF)N